BrC=1C=NC=C(C1C(C=C(C)NC1=C(C=C(C#N)C=C1Cl)Cl)=O)F 4-((4-(3-bromo-5-fluoropyridin-4-yl)-4-oxobut-2-en-2-yl)amino)-3,5-dichlorobenzonitrile